tert-butyl (2S,4S)-4-((6-((5-(difluoromethoxy)-1H-pyrazol-3-yl)amino)pyrazin-2-yl)oxy)-2-methylazepane-1-carboxylate FC(OC1=CC(=NN1)NC1=CN=CC(=N1)O[C@@H]1C[C@@H](N(CCC1)C(=O)OC(C)(C)C)C)F